10-chloro-11-(5-chloro-2,4-difluorophenyl)-3-methoxy-3,4-dihydro-2H,6H-[1,4]thiazepino[2,3,4-ij]quinazolin-6-one ClC=1C=C2C=NC(N3C2=C(C1C1=C(C=C(C(=C1)Cl)F)F)SCC(C3)OC)=O